2-(1H-imidazol-1-yl)-6-isopropyl-N-(6-(trifluoromethyl)pyridin-3-yl)pyrimidine-4-carboxamide N1(C=NC=C1)C1=NC(=CC(=N1)C(=O)NC=1C=NC(=CC1)C(F)(F)F)C(C)C